5-[(7S)-1-fluoro-3-hydroxy-7-methoxy-5,6,7,8-tetrahydronaphthalen-2-yl]-1λ6,2,5-thiadiazolidine-1,1,3-trione FC1=C(C(=CC=2CC[C@@H](CC12)OC)O)N1CC(NS1(=O)=O)=O